9,9'-(5-(2,6-diphenylpyrimidin-4-yl)-1,3-phenylene)bis(3-(pyridin-3-yl)-9H-carbazole) C1(=CC=CC=C1)C1=NC(=CC(=N1)C=1C=C(C=C(C1)N1C2=CC=CC=C2C=2C=C(C=CC12)C=1C=NC=CC1)N1C2=CC=CC=C2C=2C=C(C=CC12)C=1C=NC=CC1)C1=CC=CC=C1